4-{[2-(2,6-dioxopiperidin-3-yl)-1,3-dioxoisoindol-4-yl]amino}butan-1-amine trifluoroacetate FC(C(=O)O)(F)F.O=C1NC(CCC1N1C(C2=CC=CC(=C2C1=O)NCCCCN)=O)=O